3-(2-((4-(6-((2-(1-(cyclopropylsulfonyl)-1H-pyrazol-4-yl)pyrimidin-4-yl)amino)-1-isopropyl-1H-pyrazolo[4,3-c]pyridin-3-yl)piperazin-1-yl)methyl)phenyl)piperidine-2,6-dione C1(CC1)S(=O)(=O)N1N=CC(=C1)C1=NC=CC(=N1)NC1=CC2=C(C=N1)C(=NN2C(C)C)N2CCN(CC2)CC2=C(C=CC=C2)C2C(NC(CC2)=O)=O